FC(CN1CCCC12CCC(CC2)C2CC21N(CCC(C1)C(=O)N)C(=O)C1=NNC(=C1)C1=CC(=NC=C1F)OC)(C)F (1-(2,2-difluoropropyl)-1-azaspiro[4.5]decan-8-yl)-4-(5-(5-fluoro-2-methoxypyridin-4-yl)-1H-pyrazole-3-carbonyl)-4-azaspiro[2.5]octane-7-carboxamide